ClC1=NC(=C(C(=N1)N(CCO)CCO)OC)Cl 2,2'-((2,6-dichloro-5-methoxypyrimidin-4-yl)azanediyl)diethanol